CC=1C(=NC=C(C1)C1=NOC(C1)(C(F)(F)F)C1=CC(=C(C(=C1)Cl)Cl)Cl)C(=O)O 3-methyl-5-(5-(3,4,5-trichlorophenyl)-5-(trifluoromethyl)-4,5-dihydroisoxazol-3-yl)pyridinecarboxylic acid